C1(CC1)C=1N=C(C(=NC1C1=CC=CC=2N(C=NC21)C)C(=O)N)NC=2C(=NN(C2)C2CCN(CC2)C)C 5-Cyclopropyl-6-(1-methylbenzimidazol-4-yl)-3-[[3-methyl-1-(1-methyl-4-piperidyl)pyrazol-4-yl]amino]pyrazin-2-carboxamid